C(CCCCCCC(C)C)C1=C(C(=O)O)C=CC=C1.C(C)(=O)O.C(C)(=O)O.C(C)(=O)O.OCC(O)CO glycerol triacetate isodecyl-benzoate